C1(CC1)C(=O)NC1=C(C=C(C(=O)O)C=C1)OC 4-(Cyclopropanecarboxamido)-3-methoxybenzoic acid